N1C=C(C2=CC=CC=C12)C[C@@H](C(=O)OC)O (S)-methyl indole-3-lactate